CC=1SC=C(C1N)C 2,4-dimethyl-3-aminothiophene